(4-chlorophenyl)-N-(4-(4-(5-fluoropyrimidin-2-yl)piperazin-1-yl)phenyl)-2-oxoethylthioamide ClC1=CC=C(C=C1)C(CS[N-]C1=CC=C(C=C1)N1CCN(CC1)C1=NC=C(C=N1)F)=O